FC(OC1=NC=CC=C1C=1N=C(N2C1CN(CC2)C2=CC=C(C=C2)C=2N(C=C(N2)C(F)(F)F)C)C)F 2-(difluoromethoxy)-3-(3-methyl-7-{4-[1-methyl-4-(trifluoromethyl)-1H-imidazol-2-yl]phenyl}-5H,6H,7H,8H-imidazo[1,5-a]pyrazin-1-yl)pyridine